6-(6-chloro-5-methoxy-3-(1-(tetrahydro-2H-pyran-2-yl)-1H-pyrazol-4-yl)-1H-indol-1-yl)pyridazine-3-carboxylic acid ClC1=C(C=C2C(=CN(C2=C1)C1=CC=C(N=N1)C(=O)O)C=1C=NN(C1)C1OCCCC1)OC